3H-spiro[furo[2,3-b]pyridin-2,4-piperidin]-3-amine N1CCC2(CC1)C(C=1C(=NC=CC1)O2)N